N-cyclohexyl-2-((8-methoxy-6-oxo-6H-benzo[c]chromen-3-yl)oxy)acetamide C1(CCCCC1)NC(COC1=CC=C2C3=C(C(OC2=C1)=O)C=C(C=C3)OC)=O